3-(4-((4-(((cyclohexylmethyl)amino)methyl)benzyl)thio)-1-oxoisoindolin-2-yl)piperidine-2,6-dione C1(CCCCC1)CNCC1=CC=C(CSC2=C3CN(C(C3=CC=C2)=O)C2C(NC(CC2)=O)=O)C=C1